P(=O)([O-])([O-])[O-].C[N+]1=CNC=C1.C[N+]1=CNC=C1.C[N+]1=CNC=C1 3-methyl-1H-imidazol-3-ium phosphate